tert-butyl N-[[2-(2,6-dioxo-3-piperidyl)-6-fluoro-1-oxo-isoindolin-5-yl]methyl]carbamate O=C1NC(CCC1N1C(C2=CC(=C(C=C2C1)CNC(OC(C)(C)C)=O)F)=O)=O